[Si](C1=CC=CC=C1)(C1=CC=CC=C1)(C(C)(C)C)OCCN(CCCCCCCCCCO)CCCCCCCCCCO 10,10'-((2-((tert-Butyldiphenylsilyl)oxy)ethyl)azanediyl)bis(decan-1-ol)